N[C@@H](C)C(=O)N[C@H](CCC(=O)N[C@@H](C)C(=O)O)C(N)=O L-alanyl-D-isoglutaminyl-L-alanine